2-amino-acetamide NCC(=O)N